ClC1=C(C(=CC=C1)Cl)N1C=2N(C3=C(C1=O)C=NC(=N3)NC3=CC(=C(C=C3)N3CCN(CC3)C)C)CCN2 6-(2,6-Dichlorophenyl)-2-((3-methyl-4-(4-methylpiperazin-1-yl)phenyl)amino)-8,9-dihydroimidazo[1,2-a]pyrimido[5,4-e]pyrimidin-5(6H)-one